NCCCNC(CCC(=O)NCCCN)=O N1,N4-bis(3-aminopropyl)succinamide